6-chloro-3,5-dihydroxyhexanoic acid tert-butyl ester C(C)(C)(C)OC(CC(CC(CCl)O)O)=O